4-oxopentanoic acid 2-methoxyethyl ester COCCOC(CCC(C)=O)=O